CC1=CC=CN2C1=NC=CC2=O 9-methyl-pyrido[1,2-a]pyrimidin-4-one